C(CCCCCCCCCCCCCCCCC)C(C(C(O)CCCCCCCCCCCCCCCCCC)O)O distearylglycerol